C(C)(C)(C)OC(=O)N1C[C@H]([C@@H](CC1)NC1=NC=C(C=C1)OC(F)(F)F)C (3R,4R)-3-methyl-4-[[5-(trifluoromethoxy)-2-pyridinyl]amino]piperidine-1-carboxylic acid tert-butyl ester